C(=CC1=CC=CC=C1)S(=O)(=O)[O-].[Na+] sodium styrenesulfonate salt